NC1=CC(=C(C=C1)C1=NC2=C(N1C)C=CC(=C2)N)C 2-(4-amino-2-methylphenyl)-1-methyl-1H-benzo[d]imidazol-5-amine